CS(=O)(=O)CC(C(=O)N[C@H]1CN(CCC1)CC1=CC(=NC=C1)C(=O)NC1=CC=C(C=C1)C1=CC2=C(N=CN=C2N2CCOCC2)N1)=C (R)-4-((3-(2-((methylsulfonyl)methyl)acrylamido)piperidin-1-yl)methyl)-N-(4-(4-morpholino-7H-pyrrolo[2,3-d]pyrimidin-6-yl)phenyl)picolinamide